C(#N)C[C@@H]1N(CCNC1)C(=O)OCC1=CC=CC=C1 benzyl (s)-2-(cyanomethyl)piperazine-1-carboxylate